2-[4-(Bromomethyl)-phenyl]-5-cyclopropyl-pyridine BrCC1=CC=C(C=C1)C1=NC=C(C=C1)C1CC1